propenyl ether sodium [Na].C(=CC)OC=CC